1,3-bis(3-aminophenoxy)tetramethyl-disiloxane NC=1C=C(O[Si](O[Si](OC2=CC(=CC=C2)N)(C)C)(C)C)C=CC1